3-[(furan-3-ylmethyl)sulfanyl]-5-propyl-[1,2,4]triazolo[4,3-a]pyrimidin-7(8H)-one O1C=C(C=C1)CSC1=NN=C2N1C(=CC(N2)=O)CCC